tert-Butyl 2-[1-[6-fluoro-2-(2-methylindazol-5-yl)-4-oxo-chromen-8-yl]ethylamino]benzoate FC=1C=C2C(C=C(OC2=C(C1)C(C)NC1=C(C(=O)OC(C)(C)C)C=CC=C1)C1=CC2=CN(N=C2C=C1)C)=O